methyl 4-(cyclopropylmethyl)-1-(N,N-dimethylsulfamoyl)-1H-imidazole-2-carboxylate C1(CC1)CC=1N=C(N(C1)S(N(C)C)(=O)=O)C(=O)OC